ClC=1C=C(C=CC1F)N(S(=O)(=O)CCN1CCN(CC1)C)CC1=C(C=C(C=C1)C=1OC(=NN1)C(F)F)F N-(3-chloro-4-fluorophenyl)-N-(4-(5-(difluoromethyl)-1,3,4-oxadiazol-2-yl)-2-fluorobenzyl)-2-(4-methylpiperazin-1-yl)ethane-1-sulfonamide